C(C)(=O)N1[C@H](CCC2=CC(=CC=C12)C1=CC=C(CN(C(OC(C)(C)C)=O)CC2=C(C=3N=C(N=C(C3S2)N2CCOCC2)C=2C=NC(=NC2)N)C)C=C1)C tert-Butyl (S)-(4-(1-acetyl-2-methyl-1,2,3,4-tetrahydroquinolin-6-yl)benzyl)((2-(2-amino-pyrimidin-5-yl)-7-methyl-4-morpholinothieno[3,2-d]pyrimidin-6-yl)methyl)carbamate